C(C)N(C=1C(=C(C(=C2C=NNC12)C1=CC=2N(C=C1)N=C(C2)NC(=O)[C@H]2[C@H](C2)F)SC)F)C (1S,2S)-N-(5-(7-(ethyl-(methyl)amino)-6-fluoro-5-(methylthio)-1H-indazol-4-yl)pyrazolo[1,5-a]pyridin-2-yl)-2-fluorocyclopropane-1-carboxamide